C(C)(C)(C)N1C[C@@H](CC1)NC(=O)N1CCN(C2=CC=CC=C12)C(C1=CC(=CC=C1)F)=O Tert-butyl-(R)-3-(4-(3-fluorobenzoyl)-1,2,3,4-tetrahydroquinoxaline-1-carboxamido)pyrrolidine